4-(difluoromethyl)-5-(4-morpholino-6-thiomorpholino-1,3,5-triazin-2-yl)pyrimidin-2-amine FC(C1=NC(=NC=C1C1=NC(=NC(=N1)N1CCOCC1)N1CCSCC1)N)F